CS(=O)(=O)CC[C@@H](C)O (R)-4-(methylsulfonyl)butan-2-ol